ClC=1C2=C(N=CN1)C=CC(=N2)C2=CC(=CC=C2)I 4-chloro-6-(3-iodophenyl)pyrido[3,2-d]Pyrimidine